N'-hydroxy-1-(oxetan-2-ylmethyl)-1H-imidazole-5-carboxamidine ON=C(N)C1=CN=CN1CC1OCC1